ClC1=CC=C(C=C1)C1N(C(C2=CC(=CC(=C12)F)C(COC)(C)O)=O)CC1=NC=C(C=C1)Cl 3-(4-chlorophenyl)-2-[(5-chloropyridin-2-yl)methyl]-4-fluoro-6-(2-hydroxy-1-methoxypropan-2-yl)-2,3-dihydro-1H-isoindol-1-one